FC1=CC2=C(N(C(=N2)C=2C=NC=C(C2)CN2C=NC=C2)CCF)C=C1F 5,6-difluoro-1-(2-fluoroethyl)-2-[5-(imidazol-1-ylmethyl)pyridin-3-yl]benzimidazole